(R)-(9-bromo-6,7-dichloro-1-methyl-1,3,4,5-tetrahydro-2H-pyrido[4,3-b]indol-2-yl)(5-methoxypyrimidin-2-yl)methanone BrC=1C=2C3=C(NC2C(=C(C1)Cl)Cl)CCN([C@@H]3C)C(=O)C3=NC=C(C=N3)OC